ClC1=CC(=C2CN(C(NC2=C1)=O)CC)C=N[S@@](=O)C(C)(C)C (S)-N-((7-Chloro-3-ethyl-2-oxo-1,2,3,4-tetrahydroquinazolin-5-yl)methylene)-2-methylpropane-2-sulfinamide